3-{4-[8-amino-3-methyl-5-(piperidin-4-ylmethyl)imidazo[1,5-a]pyrazin-1-yl]naphthalen-1-yl}-1-[3-(trifluoromethyl)phenyl]urea NC=1C=2N(C(=CN1)CC1CCNCC1)C(=NC2C2=CC=C(C1=CC=CC=C21)NC(NC2=CC(=CC=C2)C(F)(F)F)=O)C